CC(C(=O)O)(CN)N methyl-2,3-diaminopropionic acid